COC(C1=C(C=CC=C1)S(=O)(=O)N1CCCC2=CC=C(C=C12)NS(=O)(=O)C1=CC=C(C=C1)OC)=O ((7-((4-methoxyphenyl)sulfonylamino)-3,4-dihydroquinolin-1(2H)-yl)sulfonyl)benzoic acid methyl ester